O1[C@H](COC2=C1C=CC=C2)C2=CC=C(CN1CCC(CC1)CCCC(=O)O)C=C2 4-(1-[4-[(2S)-2,3-dihydro-1,4-benzodioxin-2-yl]benzyl]piperidin-4-yl)butanoic acid